3-[4-[3-(Azetidin-3-yloxymethyl)cyclobutyl]-3-methyl-2-oxo-benzoimidazol-1-yl]piperidine-2,6-dione N1CC(C1)OCC1CC(C1)C1=CC=CC=2N(C(N(C21)C)=O)C2C(NC(CC2)=O)=O